(±)-Hydroxy-2,5,7,8-tetramethylchromane-2-carboxylic acid OC1C(OC2=C(C(=CC(=C2C1)C)C)C)(C(=O)O)C